4-chloroacetophenone CC(=O)C1=CC=C(C=C1)Cl